O.O.S(=O)(=O)(O)C1=CC=C(C=C1)P(C1=CC=CC=C1)C1=CC=C(C=C1)S(=O)(=O)O.[K].[K] di-potassium bis(p-sulfophenyl)phenylphosphine dihydrate